C(#N)C1=CC=C(C=C1)CC(C)(C)NC(=O)[C@H]1N(C[C@@H](C1)O)C([C@H](C(C)(C)C)N1N=NC(=C1)C1CC1)=O (2S,4R)-N-[2-(4-cyanophenyl)-1,1-dimethyl-ethyl]-1-[(2S)-2-(4-cyclopropyltriazol-1-yl)-3,3-dimethyl-butanoyl]-4-hydroxy-pyrrolidine-2-carboxamide